CC(=CCOC1=C(C=C(C=C1)C2=COC3=C(C2=O)C=C4C=CC(OC4=C3)(C)C)OC)C The molecule is a methoxyisoflavone that is isoflavone substituted by a methoxy group at position 3', a prenyloxy group at position 4' and a dimethylpyran ring fused across positions 6 and 7. Isolated from Antheroporum pierrei, it exhibits antineoplastic activity. It has a role as a metabolite and a plant metabolite.